CC1=CC=C(C=C1)S(=O)O.NC=1C(=CC=CC1)C toluidine p-toluenesulfinate salt